2-(4-((2-((2S,3S)-3-amino-2-methylazetidin-1-yl)-5-chloropyridin-4-yl)oxy)-3-fluorophenyl)-4-(2,6-difluorobenzyl)-2,4-dihydro-3H-1,2,4-triazol-3-one N[C@@H]1[C@@H](N(C1)C1=NC=C(C(=C1)OC1=C(C=C(C=C1)N1N=CN(C1=O)CC1=C(C=CC=C1F)F)F)Cl)C